CC(CO)(CO)COC(NC1=CC(=CC=C1)SC)=O 2-methyl-2-((((3-(methylthio)phenyl)carbamoyl)oxy)methyl)propane-1,3-diol